(S)-1,2,3,4-tetrahydro-5-methoxyl-N-propyl-2-naphthylamine O(C)C1=C2CC[C@@H](CC2=CC=C1)NCCC